methyl 3,4,5,6-tetrachloropicolinate ClC=1C(=NC(=C(C1Cl)Cl)Cl)C(=O)OC